ClC1=C(C=CC=C1Cl)N1CC2(CN(C2)CC[C@@H]2CC[C@H](CC2)N)C1 trans-4-(2-(6-(2,3-dichlorophenyl)-2,6-diazaspiro[3.3]heptane-2-yl)ethyl)cyclohexane-1-amine